ClC=1C=C(C=C(C1F)Cl)C1(CC(=NO1)C1=CC(=C(C(=O)N[C@H]2C(N(OC2)CC)=O)C=C1)C)C(F)(F)F 4-[5-(3,5-dichloro-4-fluoro-phenyl)-5-(trifluoromethyl)-4H-isoxazol-3-yl]-N-[(4R)-2-ethyl-3-oxo-isoxazolidin-4-yl]-2-methyl-benzamide